FC1CN(CCC1OC1=C(C=C(N)C=C1)C(F)(F)F)C1COC1 4-((3-fluoro-1-(oxetan-3-yl)piperidin-4-yl)oxy)-3-(trifluoromethyl)aniline